(R)-7-bromo-1,3-dimethyl-1H-pyrido[2,3-b][1,4]oxazin-2(3H)-one BrC1=CC2=C(O[C@@H](C(N2C)=O)C)N=C1